N-(1,6-dichloro-9H-xanthen-9-yl)-2-oxo-6-(trifluoromethyl)-1,2-dihydropyridine-3-carboxamide ClC1=CC=CC=2OC3=CC(=CC=C3C(C12)NC(=O)C=1C(NC(=CC1)C(F)(F)F)=O)Cl